C(=O)C1=C(C=CC=C1F)B(O)O (2-formyl-3-fluorophenyl)boronic acid